N-[2,4-difluoro-3-[1-(1,2,3,4-tetrazol-1-yl)imidazo[1,5-a]pyridin-6-yl]phenyl]-5-fluoro-2-methoxypyridine-3-sulfonamide FC1=C(C=CC(=C1C=1C=CC=2N(C1)C=NC2N2N=NN=C2)F)NS(=O)(=O)C=2C(=NC=C(C2)F)OC